2-Amino-7-fluoro-4-(5-fluoro-3-((1-((4-(fluoromethylidene)piperidin-1-yl)methyl)cyclopropyl)methoxy)-7,9-dihydrofuro[3,4-f]quinazolin-6-yl)benzo[b]thiophene-3-carbonitrile NC1=C(C2=C(S1)C(=CC=C2C=2C1=C(C=3C=NC(=NC3C2F)OCC2(CC2)CN2CCC(CC2)=CF)COC1)F)C#N